(1r,2s)-2-(3-{[5-chloro-2-(oxetan-3-yl)pyrimidin-4-yl]amino}-1H-indazol-6-yl)-5'-methoxyspiro[cyclopropan-1,3'-indol]-2'(1'H)-one ClC=1C(=NC(=NC1)C1COC1)NC1=NNC2=CC(=CC=C12)[C@@H]1C[C@@]12C(NC1=CC=C(C=C21)OC)=O